FC=1C=C(C=CC1OC1=CC=NC2=CC=CN=C12)NC(=O)C=1C(N(C(=CC1)C)C1=CC=C(C=C1)F)=O N-[3-fluoro-4-(1,5-naphthyridin-4-yloxy)phenyl]-1-(4-fluorophenyl)-6-methyl-2-oxopyridine-3-carboxamide